N-(6-amino-5-methyl-3-pyridyl)-2-(5-methyl-2-phenyl-1-piperidyl)-2-oxo-acetamide NC1=C(C=C(C=N1)NC(C(=O)N1C(CCC(C1)C)C1=CC=CC=C1)=O)C